CCCCCCCCCCCCCCCC(=O)OC[C@H](COP(=O)([O-])OCC[N+](C)(C)C)OC(=O)CCCCC/C=C\\C/C=C\\C/C=C\\C/C=C\\C/C=C\\CC The molecule is a phosphatidylcholine 38:5 in which the acyl groups at positions 1 and 2 are hexadecanoyl and (7Z,10Z,13Z,16Z,19Z)-docosapentaenoyl respectively. It has a role as a mouse metabolite. It derives from a (7Z,10Z,13Z,16Z,19Z)-docosapentaenoic acid and a hexadecanoic acid.